2-(7-fluoro-8-quinolinyl)-2-oxo-acetic acid ethyl ester C(C)OC(C(=O)C=1C(=CC=C2C=CC=NC12)F)=O